(R)-3-(2,4-difluorophenyl)-3-hydroxybutanoic acid FC1=C(C=CC(=C1)F)[C@](CC(=O)O)(C)O